NC(=O)C1=CC=CC2=CN(N=C12)C1=CC=C(C=C1)NC(=O)[C@H]1C[NH+](CC1)C (3R)-3-[({4-[7-(aminocarbonyl)-2H-indazole-2-yl]phenyl}amino)carbonyl]-1-methylpyrrolidinium